C1(CC1)C=1OC(=CN1)C(=O)N 2-cyclopropyl-1,3-oxazole-5-carboxamide